O.P(=O)(O)(O)OCC=1C(=C(C(=NC1)C)O)C=O pyridoxal 5'-phosphate hydrate